O1C(=CC=C1)C(=O)N1[C@H]([C@H](CCC1)NS(=O)(=O)C)CO[C@@H]1CC[C@@H](CC1)C(C)C N-(cis-1-(2-furoyl)-2-(((cis-4-isopropylcyclohexyl)oxy)methyl)-piperidin-3-yl)methanesulfonamide